ClC1=CC=C(CN2N(C3=C(CN(CC3)CC3=CC(=CC(=C3)F)F)C2=O)CCNC(COCCOCCOCCOCCO)=O)C=C1 N-(2-(2-(4-chlorobenzyl)-5-(3,5-difluorobenzyl)-3-oxo-2,3,4,5,6,7-hexahydro-1H-pyrazolo[4,3-c]pyridin-1-yl)ethyl)-14-hydroxy-3,6,9,12-tetraoxatetradecanamide